2-ethyl-4-(2,2,3-trimethylcyclopent-3-enyl)but-2-enol 2-aminoethyl-tert-butylcarbamate NCCN(C(=O)OCC(=CCC1C(C(=CC1)C)(C)C)CC)C(C)(C)C